COC1=C(C=C2C(=NC=NC2=C1)NN=CC1=CC=C(C=C1)C)OCCCN1CCOCC1 4-(3-((7-methoxy-4-(2-(4-methylbenzylidene)hydrazino)quinazolin-6-yl)oxy)propyl)morpholine